ClC=1C=C(C(=NC1C(F)(F)F)O)I 5-chloro-3-iodo-6-(trifluoromethyl)pyridin-2-ol